C1(CCCCC1)CN1CCN(CC1)C=1SC2=C(C(N1)=O)C=C(C=C2[N+](=O)[O-])C(F)(F)F 2-[4-[cyclohexylmethyl]piperazin-1-yl]-8-nitro-6-(trifluoromethyl)-4H-1,3-benzothiazin-4-one